C1(CC1)B1OB(OB(O1)C1CC1)C1CC1 tricyclopropyl-boroxine